C(CCCCCCCCC)C1=C(C=CC=C1)OC(NC1=CC=CC=C1)=O N-phenylcarbamic acid (decylphenyl) ester